(S)-N-[2-Dimethylamino-6-(4-fluoro-benzylamino)-pyridin-3-yl]-2-phenyl-propionamide CN(C1=NC(=CC=C1NC([C@@H](C)C1=CC=CC=C1)=O)NCC1=CC=C(C=C1)F)C